(R)-4-(Methylthio)-N-(4-(morpholin-2-yl)phenyl)benzamide CSC1=CC=C(C(=O)NC2=CC=C(C=C2)[C@@H]2CNCCO2)C=C1